C1C2C(CN1S(=O)(=O)C=1C=CC(=C(C1)C1=CN=C3C(=NC=NN31)N)C)COCC2 7-(5-((Hexahydropyrano[3,4-c]pyrrol-2(3H)-yl)sulfonyl)-2-methylphenyl)imidazo[2,1-f][1,2,4]triazin-4-amine